FC1=CC(=C(CN2C=CC3=C(C=C(C=C23)C2=CN(C=3C(NC=CC32)=O)C)NS(=O)(=O)C)C(=C1)C)C N-(1-(4-fluoro-2,6-dimethylbenzyl)-6-(1-methyl-7-oxo-6,7-dihydro-1H-pyrrolo[2,3-c]pyridin-3-yl)-1H-indol-4-yl)methanesulfonamide